C(C1=CC=CC=C1)N1N=C(C2=CC=CC=C12)C=CC1=NC=CC=C1 benzyl-3-(2-(pyridin-2-yl)vinyl)-1H-indazole